FC=1C=CC=C2C=C(C(OC12)=O)C(=O)O 8-Fluoro-3-carboxycoumarin